1-(tert-Butyl)-3-(3-chloro-6-((methylamino)methyl)-1H-indol-2-yl)-1H-pyrazolo[3,4-d]pyrimidin-4-amine C(C)(C)(C)N1N=C(C=2C1=NC=NC2N)C=2NC1=CC(=CC=C1C2Cl)CNC